6-(4-chlorophenyl)-2-(3-fluorophenyl)-N-[1-(hydroxymethyl)cyclopropyl]-3-oxo-2,3-dihydropyridazine-4-carboxamide ClC1=CC=C(C=C1)C=1C=C(C(N(N1)C1=CC(=CC=C1)F)=O)C(=O)NC1(CC1)CO